C[C@]12CC[C@H]3[C@H]([C@@H]1CC[C@@H]2O)CCC4=CC(=C(C=C34)O[C@H]5[C@@H]([C@H]([C@@H]([C@H](O5)C(=O)[O-])O)O)O)O The molecule is a steroid glucuronide anion that is the conjugate base of 2-hydroxy-17beta-estradiol 2-O-(beta-D-glucuronide) arising from deprotonation of the carboxylic acid function; major species at pH 7.3. It is a steroid glucosiduronic acid anion, a beta-D-glucosiduronate and a monocarboxylic acid anion. It is a conjugate base of a 2-hydroxy-17beta-estradiol 2-O-(beta-D-glucuronide).